5-(1-(4-methoxybenzyl)-1H-indazol-6-yl)-1-methyl-3-(methylamino)pyridine-2(1H)-one COC1=CC=C(CN2N=CC3=CC=C(C=C23)C=2C=C(C(N(C2)C)=O)NC)C=C1